(6S,9S,12S,15S,18R,19R)-9-(aminomethyl)-12-cyclohexyl-15-ethyl-19-hexyl-16,18-dimethyl-6-[(1S)-1-hydroxyethyl]-1-oxa-4,7,10,13,16-pentazacyclononadecane-2,5,8,11,14,17-hexone NC[C@H]1C(N[C@H](C(NCC(O[C@@H]([C@H](C(N([C@H](C(N[C@H](C(N1)=O)C1CCCCC1)=O)CC)C)=O)C)CCCCCC)=O)=O)[C@H](C)O)=O